5-amino-2-[(5-fluoro-2-pyridyl)methyl]-8-[2-(hydroxymethyl)-6-methoxy-4-pyridyl]-7-phenyl-[1,2,4]triazolo[4,3-c]pyrimidin-3-one NC1=NC(=C(C=2N1C(N(N2)CC2=NC=C(C=C2)F)=O)C2=CC(=NC(=C2)OC)CO)C2=CC=CC=C2